COC(C(C(C)C)C1=CC(=NO1)N1CCC(CC1)C(=O)OC(C)(C)C)=O tert-butyl 1-[5-(1-methoxy-3-methyl-1-oxobutan-2-yl)-1,2-oxazol-3-yl]piperidine-4-carboxylate